6-amino-2-(3-hydroxyazetidin-1-yl)-7-(3-methoxy-2,6-dimethyl-phenyl)pyrrolo[2,3-d]pyrimidine-5-carboxamide NC1=C(C2=C(N=C(N=C2)N2CC(C2)O)N1C1=C(C(=CC=C1C)OC)C)C(=O)N